(R)-1-(3-Benzyl-4-(3-(2,4-difluoro-3-hydroxy-5-(trifluoromethyl)phenyl)-1-methyl-1H-pyrazolo[3,4-d]pyrimidin-6-yl)piperazin-1-yl)-2-hydroxyethan-1-one C(C1=CC=CC=C1)[C@@H]1CN(CCN1C1=NC=C2C(=N1)N(N=C2C2=C(C(=C(C(=C2)C(F)(F)F)F)O)F)C)C(CO)=O